(8-bromo-6-fluoroimidazo[1,2-a]pyridin-3-yl)(3,4,5-trifluorophenyl)methanone BrC=1C=2N(C=C(C1)F)C(=CN2)C(=O)C2=CC(=C(C(=C2)F)F)F